[Ti].C=C=C allen titanium